3-amino-N-[(3R)-7-[(3S,4S)-3-hydroxy-4-(methylamino)pyrrolidin-1-yl]-3,4-dihydro-2H-1-benzopyran-3-yl]-6-methylthieno[2,3-b]pyridine-2-carboxamide NC1=C(SC2=NC(=CC=C21)C)C(=O)N[C@H]2COC1=C(C2)C=CC(=C1)N1C[C@@H]([C@H](C1)NC)O